NC=C[Si](OCC)(OCC)OCC 2-aminovinyl-triethoxysilane